C(C)(C)C1=CC=C(C=C1)SN1C(CCC1=O)=O N-(4-isopropylphenylthio)succinimide